C1(=CC=CC=C1)P(=O)(CC(=O)C1=CC=C(C=C1)C)C1=CC=CC=C1 2-(Diphenyl)phosphinyl-1-(p-tolyl)ethane-1-one